N1(C=NC=C1)C=1C=C(C=C(C1)OC)NC1=CC=NC2=CC(=CC=C12)Cl N-(3-(1H-Imidazol-1-yl)-5-Methoxyphenyl)-7-chloroquinolin-4-amine